CN(CCN(C)C)C.[Na] sodium tetramethyl-ethylenediamine